[Na].Cl.[Al] aluminum hydrochloride, sodium salt